(R)-1-((TERT-BUTYLDIMETHYLSILYL)OXY)HEX-5-ENE-2-SULFONAMIDE [Si](C)(C)(C(C)(C)C)OC[C@@H](CCC=C)S(=O)(=O)N